[Zn].C(C)NC=1N=CC(=C2C=C(N=CC12)NC(=O)C1CC1)C#CC1=NC=C(C=C1)OC N-(8-(ethylamino)-5-((5-methoxypyridin-2-yl)ethynyl)-2,7-naphthyridin-3-yl)cyclopropanecarboxamide zinc